FC1=CC=C(C=C1)C1=CC=2C(=C(N=NC2CC2CSCC2)C(=O)N)S1 2-(4-fluorophenyl)-4-(3-tetrahydrothienylmethyl)-thieno[2,3-d]pyridazine-7-carboxamide